O([Si](C)(C)C(C)(C)C)C1=CC=C(C=C1)O 4-(tert-butyldimethylsiloxy)phenol